C(#N)C1=CC=C(C=N1)NCCC1COC2(CN(C2)C(=O)OC(C)(C)C)OC1 tert-butyl 7-(2-((6-cyanopyridin-3-yl)amino)ethyl)-5,9-dioxa-2-azaspiro[3.5]nonane-2-carboxylate